(6R)-17-amino-6-hydroxy-12-[(5-methylpyrimidin-2-yl)methyl]-6,15-bis(trifluoromethyl)-19-oxa-3,4,12,18-tetrazatricyclo[12.3.1.12,5]nonadeca-1(18),2,4,14,16-pentaen-13-one NC1=CC(=C2C(N(CCCCC[C@@](C3=NN=C(C1=N2)O3)(C(F)(F)F)O)CC3=NC=C(C=N3)C)=O)C(F)(F)F